NC=1C(=NC=CC1F)C=O 3-amino-4-fluoropicolinaldehyde